OC1=C(C=CC=C1)CC1=C(C=CC=C1)O bis-(hydroxyphenyl)methane